C(C)(C)(C)C=1C=NC=C(C1)C(C)(C)C 3,5-di-tert-butylpyridine